5-((5-chloro-2-(3,5-dimethyl-1H-pyrazol-1-yl)pyrimidin-4-yl)amino)-1-methyl-1,3-dihydro-2H-benzo[d]imidazol-2-one ClC=1C(=NC(=NC1)N1N=C(C=C1C)C)NC1=CC2=C(N(C(N2)=O)C)C=C1